BrC=1C=C(C(=C(C1)N1C[C@@H](N(CC1)C(=O)OCCCC)C)[N+](=O)[O-])NC=1SC(=NN1)C(F)F |r| butyl rac-(2S)-4-[5-bromo-3-[[5-(difluoromethyl)-1,3,4-thiadiazol-2-yl]amino]-2-nitro-phenyl]-2-methyl-piperazine-1-carboxylate